FC1=C(C=CC=C1)B(O)O ortho-fluorobenzeneboronic acid